6-(4-(methoxycarbonyl)phenyl)-4-(2-methylthiophene-3-yl)-3,6-dihydropyridine-1(2H)-carboxylic acid benzyl ester C(C1=CC=CC=C1)OC(=O)N1CCC(=CC1C1=CC=C(C=C1)C(=O)OC)C1=C(SC=C1)C